1,8-dihydroxynaphthalene-3,6-disulfonic acid OC1=CC(=CC2=CC(=CC(=C12)O)S(=O)(=O)O)S(=O)(=O)O